6-O-Acetyl-4-O-[2-azido-3-O-(4-bromobenzyl)-6-O-tert-butyldiphenylsilyl-2-deoxy-4-O-(2-naphthylmethyl)-α-D-glucopyranosyl]-2-O-benzoyl-3-O-benzyl-β-D-glucopyranosyl acetate C(C)(=O)O[C@H]1[C@H](OC(C2=CC=CC=C2)=O)[C@@H](OCC2=CC=CC=C2)[C@H](O[C@@H]2[C@@H]([C@@H](OCC3=CC=C(C=C3)Br)[C@H](OCC3=CC4=CC=CC=C4C=C3)[C@H](O2)CO[Si](C2=CC=CC=C2)(C2=CC=CC=C2)C(C)(C)C)N=[N+]=[N-])[C@H](O1)COC(C)=O